ureidoimidazoledione N(C(=O)N)C=1C(NC(N1)=O)=O